(2S,5S)-4-(bis(4-fluorophenyl)methyl)-2-methyl-5-(methylsulfonylaminomethyl)piperazine-1-carboxylic acid tert-butyl ester C(C)(C)(C)OC(=O)N1[C@H](CN([C@@H](C1)CNS(=O)(=O)C)C(C1=CC=C(C=C1)F)C1=CC=C(C=C1)F)C